3-(5-{[4-(aminomethyl)phenyl]methoxy}-1-(3-carboxy-2-chlorobenzoyl)-4-cyano-1H-pyrazol-3-yl)-1-[2-(morpholin-4-yl)acetyl]pyrrolidine-2-carboxylic acid NCC1=CC=C(C=C1)COC1=C(C(=NN1C(C1=C(C(=CC=C1)C(=O)O)Cl)=O)C1C(N(CC1)C(CN1CCOCC1)=O)C(=O)O)C#N